3-[(3-bromophenyl)methyl]-4-methyl-1,2,4-triazole BrC=1C=C(C=CC1)CC1=NN=CN1C